FC(CN1N=CC=2C1=NC(=CN2)N2C[C@H](C[C@H](C2)C)COC=2C(=NC=CC2)C(F)(F)F)F 3-{[(3S,5R)-1-[1-(2,2-difluoroethyl)pyrazolo[3,4-b]pyrazin-6-yl]-5-methylpiperidin-3-yl]methoxy}-2-(trifluoromethyl)pyridine